2-[6-[2-fluoro-4-(trifluoromethyl)benzyl]-2,6-diazaspiro[3.3]heptane-2-carbonyl]-2,5-diazaspiro[3.4]octan-6-one FC1=C(CN2CC3(CN(C3)C(=O)N3CC4(C3)NC(CC4)=O)C2)C=CC(=C1)C(F)(F)F